CC1(CC1)NC(O[C@H]1C[C@H](CC1)C1=CC(=NN1)NC1=NC=C(N=C1C)OC)=O (1R,3S)-3-(3-((5-methoxy-3-methylpyrazin-2-yl)amino)-1H-pyrazol-5-yl)cyclopentyl (1-methylcyclopropyl)carbamate